C(C1=CC=CC=C1)(C1=CC=CC=C1)N1CCN(CC1)C(C1=CC(=CC=C1)NC1=CC=NC2=CC(=CC=C12)C(F)(F)F)=O 1-(benzhydryl)-4-{3-[(7-trifluoromethylquinolin-4-yl)amino]Benzoyl}piperazine